C1(CCC1)N1C=C(C=2C1=NC=C(C2C)C(=O)O)C 1-cyclobutyl-3,4-dimethyl-1H-pyrrolo[2,3-b]pyridine-5-carboxylic acid